6-Fluoro-5-[(1,3,3-trimethyl-4-piperidyl)oxy]-1,3-benzothiazole-2-carbonitrile FC1=CC2=C(N=C(S2)C#N)C=C1OC1C(CN(CC1)C)(C)C